tri(aminofuryl)phosphine NC1=C(OC=C1)P(C=1OC=CC1N)C=1OC=CC1N